5-chloro-4-(cyclopentylmethoxy)-N-((4-(3-(dimethylamino)-3-methylpiperidin-1-yl)-2,6-difluorophenyl)sulfonyl)-2-fluorobenzamide ClC=1C(=CC(=C(C(=O)NS(=O)(=O)C2=C(C=C(C=C2F)N2CC(CCC2)(C)N(C)C)F)C1)F)OCC1CCCC1